(2S,4r)-2-phenyl-4-(trifluoromethyl)piperidine C1(=CC=CC=C1)[C@H]1NCC[C@H](C1)C(F)(F)F